5-(4-methyl-piperazin-1-ylmethyl)-furan-2-carboxylic acid [8-(6-oxo-1,6-dihydro-pyridin-3-yl)-2,3-dihydro-benzo[1,4]dioxin-2-ylmethyl]-amide O=C1C=CC(=CN1)C1=CC=CC2=C1OC(CO2)CNC(=O)C=2OC(=CC2)CN2CCN(CC2)C